C(=O)(O)C(CCCCNC(C1=CC=C(C=C1)NN=CC1=CC=C(C=C1)[18F])=O)NC(NC(C(=O)O)CCC(=O)O)=O 2-[3-(1-carboxy-5-{4-[N'-(4-[18F]fluoro-benzylidene)-hydrazino]-benzoylamino}-pentyl)-ureido]-pentanedioic acid